N-(1-cyanocyclopropyl)-8-(1-(1-hydroxycyclopropane-1-carbonyl)piperidin-4-yl)-3-(5-(trifluoromethyl)-1,3,4-thiadiazol-2-yl)imidazo[1,5-a]pyridine-6-sulfonamide C(#N)C1(CC1)NS(=O)(=O)C=1C=C(C=2N(C1)C(=NC2)C=2SC(=NN2)C(F)(F)F)C2CCN(CC2)C(=O)C2(CC2)O